CC1(CCN(CC1)C=1OC2=C(C=C(C=C2C(C1)=O)C)[C@@H](C)NC=1C(=NN(C1)C)C(=O)O)C (R)-4-((1-(2-(4,4-dimethylpiperidin-1-yl)-6-methyl-4-oxo-4H-chromen-8-yl)ethyl)amino)-1-methyl-1H-pyrazole-3-carboxylic acid